ClC=1C=C(NC2(CCC3(C(CC4=CC=C(C=C34)OP(=O)(O)O)C[C@H](COC3=CC=NC=4CCC[C@H](C34)C)C)CC2)C(=O)O)C=CC1 4-(3-Chloroanilino)-2'-[(2R)-2-methyl-3-{[(5R)-5-methyl-5,6,7,8-tetrahydroquinolin-4-yl]oxy}propyl]-6'-(phosphonooxy)-2',3'-dihydrospiro[cyclohexane-1,1'-indene]-4-carboxylic acid